methyl 3-(8-((4-(3-(2-ethoxy-2-oxoethyl)phenyl)-1H-indol-5-yl)carbamoyl)-4H-thieno[3,2-c]chromen-7-yl)-6-(isobutylcarbamoyl)picolinate C(C)OC(CC=1C=C(C=CC1)C1=C2C=CNC2=CC=C1NC(=O)C1=CC=2C3=C(COC2C=C1C=1C(=NC(=CC1)C(NCC(C)C)=O)C(=O)OC)C=CS3)=O